(Z)-1-(3-((4,4-bis(heptyloxy) butanoyl) oxy)-2-(hydroxymethyl) propyl) 9-(non-2-en-1-yl) azelate C(CCCCCCCC(=O)OCC=CCCCCCC)(=O)OCC(COC(CCC(OCCCCCCC)OCCCCCCC)=O)CO